ClC1=C(CCOCCN(C(OC(C)(C)C)=O)C)C=CC(=C1)NC(CCC=1C=C2CN(C(C2=CC1)=O)C1C(NC(CC1)=O)=O)=O tert-butyl (2-(2-chloro-4-(3-(2-(2,6-dioxopiperidin-3-yl)-1-oxoisoindolin-5-yl)propanamido)phenethoxy) ethyl)(methyl)carbamate